NCC(=O)O D-glycin